C(#N)C=1C(=CC(=C(C1)NS(=O)(=O)C1=CC=C(C=C1)C)C)C N-(5-cyano-2,4-dimethylphenyl)-4-methylbenzenesulfonamide